CN(C(OC1=CC2=C([C@H](N(C(O2)=O)CC2=C(C(=CC=C2)NS(NC)(=O)=O)F)C)C=C1)=O)C (R)-3-(2-fluoro-3-((N-methylsulfamoyl)amino)benzyl)-4-methyl-2-oxo-3,4-dihydro-2H-benzo[e][1,3]oxazin-7-yl dimethylcarbamate